C1(=CC=CC=C1)N(N=CC=1C2=CC=CC=C2C=C2C=CC=CC12)C1=CC=CC=C1 9-anthracenecarbaldehyde-1,1-diphenylhydrazone